C1(=CC=CC=C1)N(C=1C(=CC=C2C3=CC=CC=C3C=CC12)N(C1=CC=CC=C1)C1=CC=CC=C1)C1=CC=CC=C1 N,N,N',N'-tetraphenylphenanthrenediamine